CO\N=C(/C(=O)NC)\C1=C(C(=CC=C1)C)CO\N=C(/COC)\C1=C(C=C(C=C1)F)F (2Z)-2-meth-oxyimino-2-[2-[[(Z)-[2-methoxy-1-(2,4-difluorophenyl)ethylidene]amino]oxymethyl]-3-methyl-phenyl]-N-methyl-acetamide